FC(OC1=CC=C(C=C1)S(=O)(=O)N1CC2(C1)OCC(C2)N2CCC(CC2)C)F 2-((4-(Difluoromethoxy)phenyl)sulfonyl)-7-(4-methylpiperidin-1-yl)-5-oxa-2-azaspiro[3.4]octane